(6-chloro-5-(1-(4-chlorophenyl)-piperidin-4-yl)-3-hydroxy-pyridine-2-carbonyl)glycine ethyl-2,4-dihydroxy-6-methylbenzoate C(C)C=1C(=C(C(=O)O)C(=CC1O)C)O.ClC1=C(C=C(C(=N1)C(=O)NCC(=O)O)O)C1CCN(CC1)C1=CC=C(C=C1)Cl